1-(2-(chroman-6-ylamino)-5-methylpyrimidin-4-yl)-N-(2-hydroxy-1-phenylethyl)-1H-pyrrole-3-carboxamide O1CCCC2=CC(=CC=C12)NC1=NC=C(C(=N1)N1C=C(C=C1)C(=O)NC(CO)C1=CC=CC=C1)C